5-[1-(5-amino-2-pyridyl)-3-(trifluoromethyl)pyrazol-4-yl]-N-[3-chloro-4-[(2s,3r)-2,3-dimethylpiperazine-1-carbonyl]phenyl]-1-methyl-imidazole-2-carboxamide NC=1C=CC(=NC1)N1N=C(C(=C1)C1=CN=C(N1C)C(=O)NC1=CC(=C(C=C1)C(=O)N1[C@H]([C@H](NCC1)C)C)Cl)C(F)(F)F